tert-butyl 3-({4-[2-(methanesulfonyloxy)ethyl]piperazin-1-yl}methyl)azetidine-1-carboxylate CS(=O)(=O)OCCN1CCN(CC1)CC1CN(C1)C(=O)OC(C)(C)C